N-(4-morpholinopyridin-2-yl)-6-(pyridin-4-yl)benzo[d]thiazol-2-amine O1CCN(CC1)C1=CC(=NC=C1)NC=1SC2=C(N1)C=CC(=C2)C2=CC=NC=C2